2-(((tert-butoxycarbonyl)amino)methyl)-1H-imidazole-4-carboxylic acid C(C)(C)(C)OC(=O)NCC=1NC=C(N1)C(=O)O